Cl.NC1CCC(CC1)C=1C=C(C2=CN(C=C2C1)C(C)=O)N1CCCC2=CC(=C(C=C12)C(F)F)C=1C=NN(C1)C 1-(6-((1s,4s)-4-aminocyclohexyl)-4-(7-(difluoromethyl)-6-(1-methyl-1H-pyrazol-4-yl)-3,4-dihydroquinolin-1(2H)-yl)isoindol-2-yl)ethan-1-one hydrochloride